(2S,4R)-4-amino-2-formylaminopyrrolidine-1-carboxylic acid tert-butyl ester C(C)(C)(C)OC(=O)N1[C@@H](C[C@H](C1)N)NC=O